O1-tert-butyl O2-methyl (4R)-4-[tert-butyl(diphenyl)silyl]oxy-2-(3-chloropropyl)pyrrolidine-1,2-dicarboxylate [Si](C1=CC=CC=C1)(C1=CC=CC=C1)(C(C)(C)C)O[C@@H]1CC(N(C1)C(=O)OC(C)(C)C)(C(=O)OC)CCCCl